FC(CN1C=CC2=C(C=CC=C12)C1=C(C=C2NC(C=3N(C2=C1OC)C(=NN3)C)(C)C)F)F 8-[1-(2,2-Difluoro-ethyl)-1H-indol-4-yl]-7-fluoro-9-methoxy-1,4,4-trimethyl-5H-[1,2,4]triazolo[4,3-a]quinoxaline